alpha-aminoethoxysilane NC(C)O[SiH3]